borazepine B1N=CC=CC=C1